2-[7-[[6-(trifluoromethyl)-3-pyridinyl]methyl]-2,7-diazaspiro[3.4]octane-2-carbonyl]-7-oxa-2,5-diazaspiro[3.4]octane-6-one FC(C1=CC=C(C=N1)CN1CCC2(CN(C2)C(=O)N2CC3(C2)NC(OC3)=O)C1)(F)F